3-(1'-(isoquinolin-8-ylmethyl)-7-oxo-5,7-dihydro-2H,6H-spiro[furo[2,3-f]isoindole-3,4'-piperidin]-6-yl)piperidine-2,6-dione C1=NC=CC2=CC=CC(=C12)CN1CCC2(CC1)COC1=CC=3C(N(CC3C=C12)C1C(NC(CC1)=O)=O)=O